(2-(hydroxyamino)-2-oxoethyl)phosphonic acid ONC(CP(O)(O)=O)=O